CN1N=CC2=CC=C(C=C12)C=1C2=C(NN1)C1=C(C2)SC(=C1)C=1C=CC(=NC1)N 5-(3-(1-Methyl-1H-indazol-6-yl)-1,4-dihydrothieno[2',3':4,5]cyclopenta[1,2-c]pyrazol-6-yl)pyridin-2-amine